methyl 5-hydroxy-2-((methyl ((tetrahydro-2H-pyran-4-yl) methyl) amino) methyl)-1,7-naphthyridine-6-carboxylate OC1=C2C=CC(=NC2=CN=C1C(=O)OC)CN(CC1CCOCC1)C